CC1=C(C=CC=C1)SC1=C(C=CC=C1)C Bis(methylphenyl)sulfid